C1(CC1)COC=1N=CC(=NC1)NC([C@H](C)N1C[C@@H](C(CC1)(F)F)C1=CNC(C=C1)=O)=O (S)-N-(5-(cyclopropylmethoxy)pyrazin-2-yl)-2-((S)-4,4-difluoro-3-(6-oxo-1,6-dihydropyridin-3-yl)piperidin-1-yl)propionamide